N,N-bis(2-hydroxy-ethyl)ethylenediamine OCCN(CCN)CCO